O1C=CC2=C1C=C(C=C2)CN(C(=O)[C@H]2N(CCC2)[S@@](=O)(=N)C2=CC=C(C=C2)OC)C2CCC(CC2)(F)F (S)-N-(Benzofuran-6-ylmethyl)-N-(4,4-difluorocyclohexyl)-1-((S)-4-methoxyphenylsulfonimidoyl)pyrrolidine-2-carboxamide